OC1=C(C=C(C=C1C(C)(C)C)C)N1N=C2C(=N1)C=CC=C2Cl 2-(2-hydroxy-3-tert-butyl-5-methylphenyl)-chlorobenzotriazole